ClC=1C=CC(=C(C(=O)O)C1)NC(=O)C1=CC=C(C=C1)OC1=CC=CC=C1 5-chloro-2-{[(4-phenoxyphenyl)carbonyl]amino}benzoic acid